O=C([C]N[C@@H](CCC(=O)O)C(=O)O)C1=CC=CC=C1 (2-oxo-2-phenyl-1λ2-ethyl)glutamic acid